(3-methyl-4-(methanesulfonyl)phenyl)boronic acid CC=1C=C(C=CC1S(=O)(=O)C)B(O)O